2-methyl-6-(3-methyltetrahydrofuran-3-yl)pyrido[4,3-d]pyrimidin CC=1N=CC2=C(N1)C=CN(C2)C2(COCC2)C